4-dodecyl-2,6-di-t-butylphenol C(CCCCCCCCCCC)C1=CC(=C(C(=C1)C(C)(C)C)O)C(C)(C)C